1-[2-methoxy-5-(4,4,5,5-tetramethyl-1,3,2-dioxaborolan-2-yl)phenyl]ethan-1-ol COC1=C(C=C(C=C1)B1OC(C(O1)(C)C)(C)C)C(C)O